tert-butyl 1-(4-chloro-3-fluoro-2-methoxyphenyl)cyclopropane-1-carboxylate ClC1=C(C(=C(C=C1)C1(CC1)C(=O)OC(C)(C)C)OC)F